(R)-2-(3-isopropyl-2-(2-methylpyridin-4-yl)-1H-indol-5-yl)-5-(pyrrolidin-3-yl)-1,3,4-oxadiazole C(C)(C)C1=C(NC2=CC=C(C=C12)C=1OC(=NN1)[C@H]1CNCC1)C1=CC(=NC=C1)C